COC(=O)C=1C(=C(C=C2C1C=C(O2)CN2CCCCC2)N(C2CCOCC2)CC)CC 5-Ethyl-6-(ethyl-(tetrahydro-2H-pyran-4-yl)amino)-2-(piperidin-1-ylmethyl)benzofuran-4-carboxylic acid methyl ester